tert-butyl (3-amino-1-(5-amino-2-fluorophenyl)-3-oxopropyl)carbamate NC(CC(C1=C(C=CC(=C1)N)F)NC(OC(C)(C)C)=O)=O